4-(difluoromethoxy)-2-(tributylstannyl)pyridine FC(OC1=CC(=NC=C1)[Sn](CCCC)(CCCC)CCCC)F